C1(=CC=C(C=C1)C1=NNC(=C1)C(=O)N)C 3-p-tolyl-1H-pyrazole-5-carboxamide